(S)-3-(1-aminoethyl)-8-((2,3-dihydropyrazolo[5,1-b]oxazol-6-yl)ethynyl)-2-Phenylisoquinolin-1(2H)-one N[C@@H](C)C=1N(C(C2=C(C=CC=C2C1)C#CC1=NN2C(OCC2)=C1)=O)C1=CC=CC=C1